CC1=CC=C(C=C1)N(C2=CC=C(C=C2)C)C3=CC=C(C=C3)Br 4-bromo-4',4''-dimethyltriphenylamine